3-ethyl-N-[(S)-{4-fluoro-5-[(2-oxopyrrolidin-1-yl)methyl]-1H-benzimidazol-2-yl}(4-methylcyclohexyl)methyl]isoxazole-4-carboxamide C(C)C1=NOC=C1C(=O)N[C@@H](C1CCC(CC1)C)C1=NC2=C(N1)C=CC(=C2F)CN2C(CCC2)=O